C1=C(C=CC2=CC=CC=C12)SC(C(C)=O)=C(C)O 3-(2-naphthylthio)-4-hydroxypent-3-en-2-one